(3R,4R)-3-(hydroxymethyl)-1-(3-{[(7-methoxy-3-methyl-1H-indol-4-yl)methyl]amino}pyrido[2,3-b]pyrazin-6-yl)piperidin-4-ol OC[C@H]1CN(CC[C@H]1O)C=1C=CC=2C(=NC(=CN2)NCC2=C3C(=CNC3=C(C=C2)OC)C)N1